tert-butyl ((5-((4'-methyl-5-(methylthio)-[1,1'-biphenyl]-3-yl)thio)thiazol-2-yl)methyl)carbamate CC1=CC=C(C=C1)C1=CC(=CC(=C1)SC)SC1=CN=C(S1)CNC(OC(C)(C)C)=O